CNC=C(C(=O)N)CCC methylamino-propylacrylamid